Ethyl 6,8-Dichlorooctanoate ClC(CCCCC(=O)OCC)CCCl